C\C(=C/CO)\CCCC(CCCC(CCCC(C)C)C)C (E)-3,7,11,15-tetramethyl-2-hexadecen-1-ol